ClC1=NC=C(C(=N1)NCC1=CC=C(C=C1)N1N=C(C=C1C)C)[N+](=O)[O-] 2-chloro-N-(4-(3,5-dimethyl-1H-pyrazol-1-yl)benzyl)-5-nitropyrimidin-4-amine